C(CCC)OC(C=1CN(C=CC1)CCCC)=O 1-butyl-nicotinic acid butyl ester